C1=CC(=CC=C1C[C@@H](C(=O)O)NC(=O)[C@H](CCCCN)N)O The molecule is a dipeptide formed from L-lysine and L-tyrosine residues. It has a role as a metabolite. It derives from a L-lysine and a L-tyrosine.